N-TMSamine [Si](C)(C)(C)N